N-(4-((2-methoxy-3-(1-(methyl-d3)-1H-1,2,4-triazol-3-yl)phenyl)amino)-5-(propanoyl-3,3,3-d3)pyridin-2-yl)cyclopropanecarboxamide, sulfuric acid salt S(O)(O)(=O)=O.COC1=C(C=CC=C1C1=NN(C=N1)C([2H])([2H])[2H])NC1=CC(=NC=C1C(CC([2H])([2H])[2H])=O)NC(=O)C1CC1